IC(C[NH3+])C 2-iodopropylammonium